[Cl-].CO[Si](OC)(OC)CCC[N+](CC1=CC=CC=C1)(C)CCCCCCCCCCCCCCCCCC trimethoxysilylpropyl-octadecyl-methyl-benzyl-ammonium chloride